5-(2-(2-(benzylthio)pyridin-4-yl)-1H-pyrrolo[2,3-b]pyridin-4-yl)-1H-indazol-3-amine C(C1=CC=CC=C1)SC1=NC=CC(=C1)C1=CC=2C(=NC=CC2C=2C=C3C(=NNC3=CC2)N)N1